C(C)(=O)O.FC1(CCC(CC1)C=1C=NC=C(C1N)C1=C(C=CC(=C1)F)F)F 3-(4,4-difluorocyclohexyl)-5-(2,5-difluorophenyl)pyridin-4-amine acetic acid salt